N-(4-methoxy-2-((R)-3-morpholinopyrrolidine-1-yl)-5-((6-((R)-3-(3-(trifluoromethyl)phenyl)isoxazolidine-2-yl)pyrimidine-4-yl)amino)phenyl)acrylamide COC1=CC(=C(C=C1NC1=NC=NC(=C1)N1OCC[C@@H]1C1=CC(=CC=C1)C(F)(F)F)NC(C=C)=O)N1C[C@@H](CC1)N1CCOCC1